C(C)OC1=C(C=C2C(=NC=NC2=C1)C=1C(=NN(C1)C)C1=CC=CC=C1)CN1N=CN=C1C 7-ethoxy-6-((5-methyl-1H-1,2,4-triazol-1-yl)methyl)-4-(1-methyl-3-phenyl-1H-pyrazol-4-yl)quinazoline